N-(2-aminophenyl)-4-(3-(4-((((1R,2S)-2-(1-isopropyl-1H-pyrazol-4-yl)cyclopropyl)amino)methyl)piperidin-1-yl)propyl)benzamide NC1=C(C=CC=C1)NC(C1=CC=C(C=C1)CCCN1CCC(CC1)CN[C@H]1[C@@H](C1)C=1C=NN(C1)C(C)C)=O